CN1N=C(C(=C1)C(=O)O\N=C\C1=C(C=CC=C1)Br)C(F)(F)F (E)-2-bromobenzaldehyde O-(1-methyl-3-(trifluoromethyl)-1H-pyrazole-4-carbonyl) oxime